C(=O)(OC(C)(C)C)NCC=O N-boc-2-aminoacetaldehyde